C(C)OC=1C(=NC=CC1)OC=1C=C(C=NC1)C1=NC=C(C=N1)C(=O)N[C@@H]1COCC1 (S)-2-(5-((3-ethoxypyridin-2-yl)oxy)pyridin-3-yl)-N-(tetrahydrofuran-3-yl)pyrimidine-5-carboxamide